C1(=CC=CC=C1)S(=O)(=O)C1=CC(=C(C=C1)C(=O)O)C(=O)O 3,4-dicarboxyphenyl phenyl sulfone